FC1=CC=C(C=C1)N1N=CC(=C1)B1OC(C(O1)(C)C)(C)C 1-(4-fluorophenyl)-4-(4,4,5,5-tetramethyl-1,3,2-dioxaborolan-2-yl)-1H-pyrazole